C(C)C1C(CN(CC1)C(=O)OC(C)(C)C)C1=NC=CC(=C1)CC1=CC(=CC=C1)OC tert-butyl 4-ethyl-3-[4-[(3-methoxyphenyl)methyl]-2-pyridyl]piperidine-1-carboxylate